C(C)(C)(C)OC(=O)C(CCC(C(=O)O)(C1=CC=CC=C1)C1=CC=CC=C1)(CCCC(=O)O)C(=O)OC(C)(C)C 5,5-Bis(t-Butoxycarbonyl)-2,2-diphenylazelaic acid